N-(2-(3-Cyclopropyl-3-hydroxyazetidin-1-yl)-6-methylpyrimidin-4-yl)-4-((2-hydroxyethyl)sulfonamido)-2-(6-azaspiro[2.5]octan-6-yl)benzamide C1(CC1)C1(CN(C1)C1=NC(=CC(=N1)NC(C1=C(C=C(C=C1)NS(=O)(=O)CCO)N1CCC2(CC2)CC1)=O)C)O